(3-HYDROXY-2,2-DIMETHYL-PROPYL) ACETATE C(C)(=O)OCC(CO)(C)C